FC(C(=O)O)(F)F.COC(=O)C1NCCCCC1 Azepane-2-carboxylic acid methyl ester 2,2,2-trifluoroacetate salt